[1-[3-[5,7-difluoro-2-(4-fluorophenyl)-1H-indol-3-yl]cyclobutyl]pyrazol-3-yl]acetamide FC=1C=C2C(=C(NC2=C(C1)F)C1=CC=C(C=C1)F)C1CC(C1)N1N=C(C=C1)CC(=O)N